C(C(=C)C)(=O)OC1=C(C=C(C=C1C(C)(C)C)OC)C(C)(C)C 2,6-di-tert-butyl-4-methoxyphenyl methacrylate